ClC1=C(C=C2C=C(N=CC2=C1)NC(=O)C1COC(CC1)C(F)(F)F)C1CCN(CC1)[C@]1(COC[C@H]1O)C (2R,5R)-N-(7-chloro-6-(1-((3S,4S)-4-hydroxy-3-methyltetrahydrofuran-3-yl)piperidin-4-yl)isoquinolin-3-yl)-6-(trifluoromethyl)tetrahydro-2H-pyran-3-carboxamide